CN1CCC(CC1)NC1=CC=C(C(=O)NC2=CC(=NN2)C=2C=CC3=C(N(C=N3)C3=CC(=CC=C3)C)C2)C=C1 4-((1-methylpiperidin-4-yl)amino)-N-(3-(1-(3-methylphenyl)-1H-benzo[d]imidazol-6-yl)-1H-pyrazol-5-yl)benzamide